FC(OC1=CC=C(C=C1)C1=CC=CN2C1=NS(CC2)(=O)=O)(F)F 9-[4-(trifluoromethoxy)phenyl]-3,4-dihydropyrido[2,1-c][1,2,4]thiadiazine 2,2-dioxide